C(CCC(=O)[O-])CC(CCS)S The molecule is the conjugate base of dihydrolipoic acid. It has a role as a human metabolite. It is a carboxylic acid anion and a thio fatty acid anion. It derives from an octanoate. It is a conjugate base of a dihydrolipoic acid.